N(=NC(C)(C)C)C(C)(C)C 2,2'-Azobis(2-methylpropane)